n-propyl 5,5-diphenyl-2-isoxazoline-carboxylate C1(=CC=CC=C1)C1(CC(=NO1)C(=O)OCCC)C1=CC=CC=C1